N-(4-((S)-3-aminopiperidin-1-yl)-5-(1-((R)-pyrrolidin-3-yl)-1H-pyrazol-4-yl)pyridin-2-yl)-2-(2-fluoro-6-methoxyphenyl)pyrimidin-4-amine hydrochloride Cl.N[C@@H]1CN(CCC1)C1=CC(=NC=C1C=1C=NN(C1)[C@H]1CNCC1)NC1=NC(=NC=C1)C1=C(C=CC=C1OC)F